NC=1C=CC(=C(C1)CS(=O)(=O)[O-])CO.[Na+] Sodium [5-amino-2-(hydroxymethyl)phenyl]methanesulfonate